N-((7-chloroquinoxalin-6-yl)methyl)-4-(piperazin-1-yl)pyridin-3-amine ClC1=C(C=C2N=CC=NC2=C1)CNC=1C=NC=CC1N1CCNCC1